COC(C1=CC(=CC=C1)NC(C(C(C)C)NC(C[C@H]1N(C(CC1)=O)CC1=C(C(=CC=C1)F)F)=O)=O)=O.C1(CCCCC1)C=1C=C(C(=CC1O)C)C(CC(C)C1=CC(=C(C=C1C)O)C1CCCCC1)C1=CC(=C(C=C1C)O)C1CCCCC1 1,1,3-tris(3-cyclohexyl-4'-hydroxy-6-methylphenyl)butane Methyl-3-(2-(2-((S)-1-(2,3-difluorobenzyl)-5-oxopyrrolidin-2-yl)acetamido)-3-methylbutanamido)benzoate